FC(S(=O)(=O)OC1=CC(=C2C=NN(C2=C1C#N)CC1=CC=C(C=C1)OC)N1C[C@@H](CC1)O)(F)F (R)-7-cyano-4-(3-hydroxypyrrolidin-1-yl)-1-(4-methoxybenzyl)-1H-indazol-6-yl trifluoromethanesulfonate